C(C=C)C1=CC(=CS1)C[C@H](C(=O)OC(C)(C)C)[C@@H]1CN(CC1)C(=O)OC(C)(C)C tert-butyl (R)-3-((S)-3-(5-allylthiophene-3-yl)-1-(tert-butoxy)-1-oxopropane-2-yl)pyrrolidine-1-carboxylate